ClC1=CC=C(C(=N1)C)N[C@H](C)C=1C=C(C=C2C(C(=C(OC12)C1=CC2=C(N(N=N2)C)C=C1)C)=O)C 8-[(1R)-1-[(6-Chloro-2-methyl-3-pyridyl)amino]ethyl]-3,6-dimethyl-2-(1-methylbenzotriazol-5-yl)chromen-4-one